7-chloro-2-(3',5'-dimethylphenyl)quinoline ClC1=CC=C2C=CC(=NC2=C1)C1=CC(=CC(=C1)C)C